tert-Butyl N-(3-(2-oxo-1,2,3,4-tetrahydroquinolin-1-yl)propyl)carbamate O=C1N(C2=CC=CC=C2CC1)CCCNC(OC(C)(C)C)=O